ClC=1CCCNC1 5-chloro-2,4-dihydropyridine